O1CC(C1)NCCCCCCCSC1=C2CN(C(C2=CC=C1)=O)C1C(NC(CC1)=O)=O 3-(4-((7-(oxetan-3-ylamino)heptyl)thio)-1-oxoisoindolin-2-yl)piperidine-2,6-dione